ClC=1C=C(C=C(C1)F)N1C=C(C=2C(C(CCC12)(F)F)O)C#N (3-chloro-5-fluorophenyl)-5,5-difluoro-4-hydroxy-4,5,6,7-tetrahydro-1H-indole-3-carbonitrile